4-(4-bromophenyl)oxolan-2-ol BrC1=CC=C(C=C1)C1CC(OC1)O